1-phenyl-2,3-dimethyl-4-methylaminopyrazoline-5-one C1(=CC=CC=C1)N1N(C(=C(C1=O)NC)C)C